1-(2-chloro-5-hydroxyphenyl)dihydropyrimidine-2,4(1H,3H)-dione ClC1=C(C=C(C=C1)O)N1C(NC(CC1)=O)=O